N1C=CC=2C1=NC=CC2N2CCSC(=C2)C(=O)O 4-(1H-pyrrolo[2,3-b]pyridin-4-yl)-3,4-dihydro-2H-1,4-thiazine-6-carboxylic acid